6-amino-4-((1-(methoxymethyl)cyclopropyl)amino)nicotinonitrile NC1=NC=C(C#N)C(=C1)NC1(CC1)COC